N1=CC(=CC=C1)N1CC(C1)CC(=O)N1CC2=C3CC(CC3=C(N=C2C1)C)(C)C 2-(1-Pyridin-3-yl-azetidin-3-yl)-1-(5,7,7-trimethyl-3,6,7,8-tetrahydro-1H-2,4-diaza-as-indacen-2-yl)-ethanone